1-(3,8-dihydroxyeicosanoyl)glycerol OC(CC(=O)OCC(O)CO)CCCCC(CCCCCCCCCCCC)O